4-(3-ethyl-sulfonylphenyl)-7-fluoro-2-methylisoquinolin-1-one C(C)S(=O)(=O)C=1C=C(C=CC1)C1=CN(C(C2=CC(=CC=C12)F)=O)C